2-(Benzotriazol-1-yl)-N-[(3-chlorophenyl)methyl]-N-[4-(1-tritylimidazol-4-yl)phenyl]acetamide N1(N=NC2=C1C=CC=C2)CC(=O)N(C2=CC=C(C=C2)C=2N=CN(C2)C(C2=CC=CC=C2)(C2=CC=CC=C2)C2=CC=CC=C2)CC2=CC(=CC=C2)Cl